O1C(CC2=C1C=CC=C2)=O 3H-benzofuran-2-on